6-bromo-9-ethylcarbazole-3-carbaldehyde BrC=1C=C2C=3C=C(C=CC3N(C2=CC1)CC)C=O